5-(4-(hexyloxy)-1,2,5-thiadiazol-3-yl)-1-methyl-1-(1-((propoxycarbonyl)oxy)ethyl)-1,2,3,6-tetrahydropyridin-1-ium iodide [I-].C(CCCCC)OC=1C(=NSN1)C1=CCC[N+](C1)(C(C)OC(=O)OCCC)C